9,9-bis[4-(2-acryloyl-oxyethyloxy)phenyl]fluorene C(C=C)(=O)OCCOC1=CC=C(C=C1)C1(C2=CC=CC=C2C=2C=CC=CC12)C1=CC=C(C=C1)OCCOC(C=C)=O